S1CSCC(C1)NS(O)(=O)=O N-1,3-dithian-5-ylamidosulfuric acid